FC=1C(=C2C(=NC(=NN2C1)N[C@H]1[C@@H](CN(CC1)CCOC)F)OC)C=1C=CC2=C(N(N=N2)CC(F)(F)F)C1 6-fluoro-N-((3R,4R)-3-fluoro-1-(2-methoxyethyl)piperidin-4-yl)-4-methoxy-5-(1-(2,2,2-trifluoroethyl)-1H-benzo[d][1,2,3]triazol-6-yl)pyrrolo[2,1-f][1,2,4]triazin-2-amine